C(C1=CC=CC=C1)OC1=C(C(=NC(=C1)C)[C@@H]1O[C@]([C@H]([C@H]1C1=C(C(=C(C=C1)F)F)OC)C)(C(F)(F)F)C)Br 4-(Benzyloxy)-3-bromo-2-((2R,3S,4S,5R)-3-(3,4-difluoro-2-methoxyphenyl)-4,5-dimethyl-5-(trifluoromethyl)tetrahydrofuran-2-yl)-6-methylpyridine